CC1=C(C=CC=C1)OB(O)O (2-methylphenyl)boric acid